C(C)C=1C=C(C(=NC1)OC=1C=CC=2N(C1)C(=C(N2)C(=O)NC2(CCS(CC2)(=O)=O)C)C)OCC(F)(F)F 6-[[5-ethyl-3-(2,2,2-trifluoroethoxy)-2-pyridyl]oxy]-3-methyl-N-(4-methyl-1,1-dioxo-thian-4-yl)imidazo[1,2-a]pyridine-2-carboxamide